ClC=1C=C(C=CC1C(F)(F)F)C1NCC(CC1)C 2-[3-chloro-4-(trifluoromethyl)phenyl]-5-methyl-piperidine